N-benzyl-2-[4-bromo-3-(tert-butylsulfamoyl)phenyl]acetamide C(C1=CC=CC=C1)NC(CC1=CC(=C(C=C1)Br)S(NC(C)(C)C)(=O)=O)=O